Dodecyl methacrylat C(C(=C)C)(=O)OCCCCCCCCCCCC